BrC1=CC2=C(C=3N(CCN2)C=C(N3)I)C=C1 9-Bromo-2-iodo-6,7-dihydro-5H-benzo[f]imidazo[1,2-d][1,4]diazepine